COC(=O)C1=C(C2=C(OCO2)C=C1)[N+](=O)[O-] 4-nitrobenzo[d][1,3]dioxole-5-carboxylic acid methyl ester